N-(1-(3,3-difluorocyclobutyl)-2-oxo-1,2-dihydropyridin-3-yl)-2-((1R,6S)-6-(difluoromethyl)-3-azabicyclo[4.1.0]heptan-3-yl)-6-fluoro-4-((2-hydroxyethyl)sulfonamido)benzamide FC1(CC(C1)N1C(C(=CC=C1)NC(C1=C(C=C(C=C1F)NS(=O)(=O)CCO)N1C[C@@H]2C[C@@]2(CC1)C(F)F)=O)=O)F